1,1,1,3,3,3-hexafluoropropan-2-yl (R or S)-1-((1-methylpiperidin-4-yl)carbamoyl)-6-azaspiro[2.5]octane-6-carboxylate CN1CCC(CC1)NC(=O)[C@@H]1CC12CCN(CC2)C(=O)OC(C(F)(F)F)C(F)(F)F |o1:10|